1,3-diisopropyl-4,5-dimethyl-imidazole C(C)(C)N1CN(C(=C1C)C)C(C)C